NCCCCCCC(=O)NCCN1N=C(C=C1)C=1C=2C3=C(NC2C(=C(C1)Cl)Cl)CCN(C3)C(CO)=O 7-amino-N-(2-(3-(6,7-dichloro-2-(2-hydroxyacetyl)-2,3,4,5-tetrahydro-1H-pyrido[4,3-b]indol-9-yl)-1H-pyrazol-1-yl)ethyl)heptanamide